[C@@H]1(C[C@H](O)[C@@H](CO)O1)N1C=CC=2C(=O)NC(N)=NC12 7-deaza-2'-deoxy-guanosine